([1,1'-Biphenyl]-3-yl)-3-acetyl-7-methoxyindolizine-1-carboxamide C1(=CC(=CC=C1)C=1C(=C2C=C(C=CN2C1C(C)=O)OC)C(=O)N)C1=CC=CC=C1